ClC1=C(C(=CC=C1)C)NC(C1=C(C=C(C(=C1)F)N1N=C2COCCCN2C1=O)O[C@H](C(F)(F)F)C)=O N-(2-chloro-6-methylphenyl)-5-fluoro-4-(3-oxo-6,7-dihydro-3H,5H-[1,2,4]triazolo[3,4-c][1,4]oxazepin-2(9H)-yl)-2-{[(2S)-1,1,1-trifluoropropan-2-yl]oxy}benzamide